(3R,4R)-3-fluoro-N-{5-fluoro-7-isopropylpyrrolo[2,1-f][1,2,4]triazin-2-yl}-1-methanesulfonylpiperidin-4-amine F[C@@H]1CN(CC[C@H]1NC1=NN2C(C=N1)=C(C=C2C(C)C)F)S(=O)(=O)C